(2E,5S,6R,7E)-5-hydroxy-8-(4-(hydroxymethyl)phenyl)-6-methyloct-2,7-dienoic acid tert-butyl ester C(C)(C)(C)OC(\C=C\C[C@@H]([C@@H](\C=C\C1=CC=C(C=C1)CO)C)O)=O